S1C=NC(=C1)C(C)=O 1-(thiazol-4-yl)ethanone